2-(2-benzyloxy-3,5-dibromophenyl)benzoxazole C(C1=CC=CC=C1)OC1=C(C=C(C=C1Br)Br)C=1OC2=C(N1)C=CC=C2